tert-Butyl nitroso(1-(trifluoromethyl)cyclopropyl)carbamate N(=O)N(C(OC(C)(C)C)=O)C1(CC1)C(F)(F)F